(2,4-Dihydroxy-5-isopropylphenyl)(5-(piperazin-1-ylmethyl)isoindolin-2-yl)methanone hydrochloride Cl.OC1=C(C=C(C(=C1)O)C(C)C)C(=O)N1CC2=CC=C(C=C2C1)CN1CCNCC1